trinitrotriaminocobalt (III) [N+](=O)([O-])[Co-3](N)(N)(N)([N+](=O)[O-])[N+](=O)[O-]